3-(3-bromo-2-methoxyphenyl)oxazolidin-2-one BrC=1C(=C(C=CC1)N1C(OCC1)=O)OC